C(C)CC(CC(=O)OC(C)C)=O.C(C)CC(CC(=O)OC(C)C)=O.[Ti] titanium diisopropyl di(ethyl acetoacetate)